BrC=1C(=C(N)C(=C(C1I)C)F)F 3-bromo-2,6-difluoro-4-iodo-5-methylaniline